N-[3-(Dimethylamino)propyl]acrylamid CN(CCCNC(C=C)=O)C